N1NCCCC(CCCCCC1)=O diazacyclododecane-6-one